C(C1=CC=CC=C1)OC1=C(C=CC=C1F)C1=CC(=C(C=C1F)F)C[C@]1(C[C@H](CC1)NS(=O)(=O)CC)C=1OC=C(N1)CCl N-((1S,3R)-3-((2'-(benzyloxy)-3',4,6-trifluoro-[1,1'-biphenyl]-3-yl)methyl)-3-(4-(chloromethyl)oxazol-2-yl)cyclopentyl)ethanesulfonamide